C[C@]12N(C3=C(OC1)C(=NC(=N3)N)N3C[C@@H](CC3)NC)CCC2 (R)-6a-Methyl-4-((R)-3-(methylamino)pyrrolidin-1-yl)-6a,7,8,9-tetrahydro-6H-pyrimido[5,4-b]pyrrolo[1,2-d][1,4]oxazin-2-amine